(R)-N-(2-(2-methoxy-3-methyl-phenyl)propan-2-yl)-2-(1-methylpyrrolidin-2-yl)acetamide COC1=C(C=CC=C1C)C(C)(C)NC(C[C@@H]1N(CCC1)C)=O